1-((1R,5S,6s)-6-((4-amino-5-(7-fluorobenzo[d][1,3]dioxol-4-yl)-7-isopropyl-7H-pyrrolo[2,3-d]pyrimidin-6-yl)ethynyl)-3-azabicyclo[3.1.0]hexan-3-yl)prop-2-en-1-one NC=1C2=C(N=CN1)N(C(=C2C2=CC=C(C=1OCOC12)F)C#CC1[C@@H]2CN(C[C@H]12)C(C=C)=O)C(C)C